[3-(difluoromethyl)-[1,2,4]triazolo[4,3-a]pyridin-6-yl]-[(7S)-2,7-dimethyl-3-(3,4,5-trifluorophenyl)-5,7-dihydro-4H-pyrazolo[3,4-c]pyridin-6-yl]methanone FC(C1=NN=C2N1C=C(C=C2)C(=O)N2[C@H](C=1C(CC2)=C(N(N1)C)C1=CC(=C(C(=C1)F)F)F)C)F